BrC=1C=C(C=C(C1)OC)/C=C/C(=O)OCC ethyl (E)-3-(3-bromo-5-methoxyphenyl)acrylate